N-(6-(4-(azetidin-1-yl)piperidin-1-yl)-2-(piperidin-4-yl)-2H-indazol-5-yl)pyrazolo[1,5-a]pyrimidine-3-carboxamide N1(CCC1)C1CCN(CC1)C=1C(=CC2=CN(N=C2C1)C1CCNCC1)NC(=O)C=1C=NN2C1N=CC=C2